9-(((1S,4S)-5-(4-nitrophenyl)-2,5-diazabicyclo[2.2.1]heptan-2-yl)methyl)-3-azaspiro[5.5]undecane [N+](=O)([O-])C1=CC=C(C=C1)N1[C@@H]2CN([C@H](C1)C2)CC2CCC1(CCNCC1)CC2